2,2-bis(4-hydroxy-3,5-dimethylphenyl)propane disodium salt [Na].[Na].OC1=C(C=C(C=C1C)C(C)(C)C1=CC(=C(C(=C1)C)O)C)C